(R)-N-(7-(1-(1-propenylpiperidin-3-yl)-4-amino-1H-pyrazolo[3,4-d]pyrimidin-3-yl)benzo[d][1,3]dioxolan-4-yl)-2,4-bis(trifluoromethyl)benzamide C(=CC)N1C[C@@H](CCC1)N1N=C(C=2C1=NC=NC2N)C2=CC=C(C1=C2OCO1)NC(C1=C(C=C(C=C1)C(F)(F)F)C(F)(F)F)=O